2-[3-(5-{[(5-chlorothiophen-2-yl)methyl]amino}-1H-pyrazol-3-yl)-2-oxo-1,2-dihydropyridin-1-yl]acetic acid ClC1=CC=C(S1)CNC1=CC(=NN1)C=1C(N(C=CC1)CC(=O)O)=O